6-fluoro-4-oxo-N-(pyridin-3-yl)-4H-chromene-2-carboxamide FC=1C=C2C(C=C(OC2=CC1)C(=O)NC=1C=NC=CC1)=O